tert-butyl 5-(bromomethyl)-1H-pyrazole-1-carboxylate BrCC1=CC=NN1C(=O)OC(C)(C)C